C1(CC1)C=1N=CC=2C=C3C(=C(C2C1)S(=O)(=O)NC1CC(C1)(F)F)CC(C3)NC=3C=NC(=CC3)C3(COC3)O 3-cyclopropyl-N-(3,3-difluorocyclobutyl)-7-[[6-(3-hydroxyoxetan-3-yl)pyridin-3-yl]amino]-7,8-dihydro-6H-cyclopenta[g]isoquinoline-5-sulfonamide